N1CCC(CC1)SC1=CC=C(N=N1)C1=C(C=C(C=C1)C=1C=NNC1)O 2-(6-(piperidin-4-ylthio)pyridazin-3-yl)-5-(1H-pyrazol-4-yl)phenol